6-(4-fluorophenyl)-2-isopropyl-5-oxo-2,5-dihydropyridazine-4-carboxylic acid FC1=CC=C(C=C1)C=1C(C(=CN(N1)C(C)C)C(=O)O)=O